NC=1C=CC=2N(C3=CC=C(C=C3SC2C1)OC)C(=O)OC(C)(C)C tert-Butyl 3-Amino-7-methoxy-10H-phenothiazin-10-carboxylate